ClC1=C(C=CC=C1Cl)N1CCN(CC1)CCC1(CCC(CC1)NC=1OC2=C(N1)C=CC=C2)F N-(cis-4-(2-(4-(2,3-dichlorophenyl)piperazin-1-yl)ethyl)-4-fluorocyclohexyl)benzo[d]oxazol-2-amine